6-(1H-imidazol-1-yl)-N-(5-iodo-6-methylpyridin-2-yl)picolinamide N1(C=NC=C1)C1=CC=CC(=N1)C(=O)NC1=NC(=C(C=C1)I)C